Cl.FC=1C=C2C(=CC=NC2=CC1)N1CCN(CC1)C(C(=O)NC1=CC=C(C=C1)S(F)(F)(F)(F)F)C 2-(4-(6-Fluoroquinolin-4-yl)piperazin-1-yl)-N-(4-(pentafluoro-λ6-sulfanyl)phenyl)propanamide hydrochloride